tert-butyl-[2-(6-chloro-3-iodo-1-tetrahydropyran-2-yl-pyrazolo[4,3-c]pyridin-7-yl)oxyethoxy]-dimethyl-silane C(C)(C)(C)[Si](C)(C)OCCOC=1C2=C(C=NC1Cl)C(=NN2C2OCCCC2)I